Fluorooctane CCCCCCCCF